2-(3-((4-ethoxy-3-(1-methyl-7-oxo-3-propyl-6,7-dihydro-1H-pyrazolo[4,3-d]pyrimidin-5-yl) phenyl)sulfonamido)azetidin-1-yl)ethyl nitrate [N+](=O)(OCCN1CC(C1)NS(=O)(=O)C1=CC(=C(C=C1)OCC)C=1NC(C2=C(N1)C(=NN2C)CCC)=O)[O-]